4-ethoxy-4-(4-(4-(4-(trifluoromethyl)phenyl)piperidine-1-carbonyl)phenyl)piperidine-1-carboxylic acid ethyl ester C(C)OC(=O)N1CCC(CC1)(C1=CC=C(C=C1)C(=O)N1CCC(CC1)C1=CC=C(C=C1)C(F)(F)F)OCC